isopropyl (1S,4R)-4-aminocyclopent-2-ene-1-carboxylate N[C@H]1C=C[C@H](C1)C(=O)OC(C)C